NC1=NC=CC=C1C1=NC2=C(N1C1=CC=C(C=C1)C1CN(C1)CC1CCC(CC1)C(=O)OC)C=C(C=C2)C2=CC=CC=C2 methyl (1r,4r)-4-((3-(4-(2-(2-aminopyridin-3-yl)-6-phenyl-1H-benzo[d]imidazol-1-yl)phenyl)azetidin-1-yl)methyl)cyclohexane-1-carboxylate